CC(OC)[Sn](N(C)C)(N(C)C)N(C)C 1-methyl-(1-methoxy)-methyl-tris(dimethylamino)tin